(1R)-1-[5-(4-Methoxyphenyl)-1,2,4-oxadiazol-3-yl]-6-azaspiro[2.5]octan-6-sulfonamid COC1=CC=C(C=C1)C1=NC(=NO1)[C@@H]1CC12CCN(CC2)S(=O)(=O)N